CC=1C=C(C2=C(SC3=C2N=CN=C3C3CCN(CC3)C(=O)C3(CC3)F)N1)C (4-(7,9-dimethylpyrido[3',2':4,5]thieno[3,2-d]pyrimidin-4-yl)piperidin-1-yl)(1-fluorocyclopropyl)methanone